pentafluoro-1-propanol C(C(C(F)(F)F)(F)F)O